COC=1C=C(C=CC1OC)C=1NC2=CC=C(C=C2C1C)C1CCN(CC1)C1CNCC1 2-(3,4-dimethoxyphenyl)-3-methyl-5-(1-(pyrrolidin-3-yl)piperidin-4-yl)-1H-indole